Tert-butyl (S)-8-(2-methoxy-4-(2,3,6,9-tetramethyl-6H-thieno[3,2-f][1,2,4]triazolo[4,3-a][1,4]diazepin-4-yl)phenyl)-2-azaspiro[4.5]decane-2-carboxylate COC1=C(C=CC(=C1)C1=N[C@H](C=2N(C3=C1C(=C(S3)C)C)C(=NN2)C)C)C2CCC3(CCN(C3)C(=O)OC(C)(C)C)CC2